C(#N)C1=C(SC2=C1C(=NC=C2F)C=2C1=C(C=3C=NC(=NC3C2F)N2CC(C2)(O)C2CC2)COC1)NC(OC(C)(C)C)=O tert-Butyl (3-cyano-4-(3-(3-cyclopropyl-3-hydroxyazetidin-1-yl)-5-fluoro-7,9-dihydrofuro[3,4-f]quinazolin-6-yl)-7-fluorothieno[3,2-c]pyridin-2-yl)carbamate